N1=CN=C2N=CCC2=C1 7-Deazapurine